[Cu].O1C(C1)CCC1=CC=C(C=C1)C[SiH3] ({4-[2-(oxiran-2-yl)ethyl]phenyl}methyl)silane copper